(R)-N-[(1R)-1-[2-amino-5-methyl-3-(4,4,5,5-tetramethyl-1,3,2-dioxaborolan-2-yl)phenyl]ethyl]-2-methylpropane-2-sulfinamide NC1=C(C=C(C=C1B1OC(C(O1)(C)C)(C)C)C)[C@@H](C)N[S@](=O)C(C)(C)C